(3-sulfonatopropyl)-1H-imidazol-3-ium S(=O)(=O)([O-])CCCN1C=[NH+]C=C1